1-(4-acetyl-2-isopropyl-pyridine-3-yl)-4-((S)-4-acryloyl-2-methylpiperazine-1-yl)-6-chloro-7-(2-fluoro-6-hydroxyphenyl)pyrido[2,3-d]Pyrimidin-2(1H)-one C(C)(=O)C1=C(C(=NC=C1)C(C)C)N1C(N=C(C2=C1N=C(C(=C2)Cl)C2=C(C=CC=C2O)F)N2[C@H](CN(CC2)C(C=C)=O)C)=O